2-(cyclopropylmethoxy)-N-(3-fluoro-4-methoxybenzyl)-5-nitrobenzamide C1(CC1)COC1=C(C(=O)NCC2=CC(=C(C=C2)OC)F)C=C(C=C1)[N+](=O)[O-]